FC(C1=NN=C(S1)N1C(N(C2=C1C=C(C=C2C=2CC(N(CC2)C(=O)OC(C)(C)C)C)S(NC2(COC2)CF)(=O)=O)CC)=O)F tert-butyl 4-[1-[5-(difluoromethyl)-1,3,4-thiadiazol-2-yl]-3-ethyl-6-[[3-(fluoromethyl)oxetan-3-yl]sulfamoyl]-2-oxo-benzimidazol-4-yl]-2-methyl-3,6-dihydro-2H-pyridine-1-carboxylate